5-[(4R,8R,9aS)-8-[6-[(3R,4S)-3-amino-4-methoxy-pyrrolidin-1-yl]-3-pyridyl]-4-methyl-1,3,4,6,7,8,9,9a-octahydropyrido[1,2-a]pyrazin-2-yl]quinoline-8-carbonitrile N[C@@H]1CN(C[C@@H]1OC)C1=CC=C(C=N1)[C@H]1C[C@@H]2N([C@@H](CN(C2)C2=C3C=CC=NC3=C(C=C2)C#N)C)CC1